CC1(OB(OC1(C)C)C1=CC=C(C=C1)C(C)O)C 1-(4-(4,4,5,5-tetramethyl-1,3,2-dioxaborolan-2-yl)phenyl)ethan-1-ol